ClC1=C2CC[C@@]3(CCC=4C(=NC(=NC4C3)OC[C@H]3CN(CC3)C)N3C[C@@H](N(CC3)C(C(=C)F)=O)CC#N)C2=CC=C1 2-((S)-4-((R)-4-chloro-2'-(((R)-1-methylpyrrolidin-3-yl)methoxy)-2,3,5',8'-tetrahydro-6'H-spiro[indene-1,7'-quinazolin]-4'-yl)-1-(2-fluoroacryloyl)piperazin-2-yl)acetonitrile